O=C1NN=C(O1)C=1C=CC(=C(NCC2CCC(CC2)C(=O)N)C1)C(F)(F)F (1R,4r)-4-{[5-(5-oxo-4,5-dihydro-1,3,4-oxadiazol-2-yl)-2-(trifluoromethyl)anilino]methyl}cyclohexane-1-carboxamide